N-(4-chloro-3-{6-oxo-4-[5-(1-propynyl)pyridin-3-yl]-1,6-dihydropyrimidin-2-yl}benzyl)isobutyramide ClC1=C(C=C(CNC(C(C)C)=O)C=C1)C=1NC(C=C(N1)C=1C=NC=C(C1)C#CC)=O